1-(2-(trifluoromethyl)benzyl)piperidine-4-carbaldehyde FC(C1=C(CN2CCC(CC2)C=O)C=CC=C1)(F)F